methyl 8-((2-((5-methylpyridin-2-yl)carbamoyl)phenyl)amino)-8-oxooctanoate CC=1C=CC(=NC1)NC(=O)C1=C(C=CC=C1)NC(CCCCCCC(=O)OC)=O